C1(=CC=CC=C1)C1=C(C(=C2C(=C1)N=C1C=CC3=C4C=CC=CC4=NC3=C12)C1=CC=C2C=CC3=CC=CC4=CC=C1C2=C34)C3=NC=CC=C3 Phenylpyridineyl-(pyrenyl)indolocarbazole